4,6-dibromoisophthalic acid BrC1=C(C=C(C(=O)O)C(=C1)Br)C(=O)O